trimethyl-cyclopentene CC1C(=C(CC1)C)C